C(C)OC(=O)C=1N(C=CN1)CC1=CC=CC=C1 1-benzyl-1H-imidazole-2-carboxylic acid ethyl ester